2-azaspiro[3.4]octane-6-amine hydrochloride Cl.C1NCC12CC(CC2)N